2-[[1-[(2-Isopropylphenyl)methyl]-5-(3-methoxyphenyl)pyrazol-3-yl]methoxy]-2-methyl-propanoic acid C(C)(C)C1=C(C=CC=C1)CN1N=C(C=C1C1=CC(=CC=C1)OC)COC(C(=O)O)(C)C